6-(3,6-diazabicyclo[3.1.1]heptan-3-yl)-N-(3-methyl-4-((1-methyl-1H-benzo[d][1,2,3]triazol-5-yl)oxy)phenyl)pyrimido[5,4-d]pyrimidin-4-amine C12CN(CC(N1)C2)C=2N=CC=1N=CN=C(C1N2)NC2=CC(=C(C=C2)OC2=CC1=C(N(N=N1)C)C=C2)C